ClC1=C(C=C(C=C1)N1CC2(C3=NC(=CC=C31)C#N)COCC2)F 1'-(4-chloro-3-fluorophenyl)-1',2',4,5-tetrahydro-2H-spiro[furan-3,3'-pyrrolo[3,2-b]pyridine]-5'-carbonitrile